C1(CCCC1)C1=NC=C(C(=N1)OC1=CC=C(C=C1)F)C(=O)N[C@@H](C)\C=C\S(=O)(=O)C (S,E)-2-cyclopentyl-4-(4-fluorophenoxy)-N-(4-(methylsulfonyl)but-3-en-2-yl)pyrimidine-5-carboxamide